CCCC=CCCCCCC=CCCC Pentadecane-4,11-diene